(trans)-methyl 4-(2-fluoropyridin-3-yloxy)cyclohexanecarboxylate FC1=NC=CC=C1O[C@@H]1CC[C@H](CC1)C(=O)OC